2-ethyl-hydrazinide C(C)N[NH-]